CNC(=O)C1=CC=C2C(NC(NC2=C1)=O)=O N-methyl-2,4-dioxo-1,2,3,4-tetrahydroquinazoline-7-carboxamide